3,3-diethyl-1H-pyridine-2,4-dione C(C)C1(C(NC=CC1=O)=O)CC